N-(tert-butyl)-1-(4-bromophenyl)-3-(trifluoromethyl)-1H-1,2,4-triazol-5-amine C(C)(C)(C)NC1=NC(=NN1C1=CC=C(C=C1)Br)C(F)(F)F